1-(propan-2-yl)-5-(4-[2-(trifluoromethyl)phenyl]-1,3-oxazol-2-yl)-1H-1,2,3-benzotriazole CC(C)N1N=NC2=C1C=CC(=C2)C=2OC=C(N2)C2=C(C=CC=C2)C(F)(F)F